Isobutyl 2,5-dichloro-3-thiophenesulfonate ClC=1SC(=CC1S(=O)(=O)OCC(C)C)Cl